2-(3-fluorophenoxy)-N-(2-(3-fluorophenoxy)ethyl)-N-methylethan-1-amine FC=1C=C(OCCN(C)CCOC2=CC(=CC=C2)F)C=CC1